benzotriazolyl t-butylhydroxyphenylpropionate C(C)(C)(C)CC(C(=O)OC1=CC=CC=2NN=NC21)(C2=CC=CC=C2)O